2-benzyl-N-(3-fluoro-4-hydroxyphenyl)-3-hydroxy-N-phenylpropionamide C(C1=CC=CC=C1)C(C(=O)N(C1=CC=CC=C1)C1=CC(=C(C=C1)O)F)CO